C(/C1=CC=CC=C1)=C\1/N(C(C2=CC=C(C=C12)C(F)(F)F)=O)N(C1=NC=CC=C1)C (Z)-3-benzylidene-2-(methyl-[2-pyridyl]amino)-5-(trifluoromethyl)isoindolin-1-one